pyrrolo[3,4-b]pyrroledione N1=C2C(C(C1=O)=O)=CN=C2